2,4-dibromo-4-iodophenol BrC1=C(C=CC(C1)(I)Br)O